FC1=CC=C(CCNS(=O)(=O)C=2C(=NOC2)C)C=C1 N-(4-fluorophenethyl)-3-methylisoxazole-4-sulfonamide